(R)-tert-butyl 2-(dimethylamino)-4-methyl-6,7-dihydrothiazolo[5,4-c]pyridine-5(4H)-carboxylate CN(C=1SC=2[C@H](N(CCC2N1)C(=O)OC(C)(C)C)C)C